COC=1C(=NC(=NC1OC1=CC=CC=C1)NS(=O)(=O)C=1C=NN(C1)C)C1=C(C=CC=C1)C N-[5-methoxy-4-(o-tolyl)-6-phenoxy-pyrimidin-2-yl]-1-methyl-pyrazole-4-sulfonamide